tert-butyl ((6-(3-methyl-4-oxo-3,4-dihydrophthalazin-1-yl)-3,4-dihydroisoquinolin-2(1H)-yl)sulfonyl)carbamate CN1N=C(C2=CC=CC=C2C1=O)C=1C=C2CCN(CC2=CC1)S(=O)(=O)NC(OC(C)(C)C)=O